OC(=O)C(F)(F)F.ClC1=CC(=C(C=C1)COC1=NC(=CC=C1)C=1CCNCC1)F 2-[(4-chloro-2-fluorophenyl)methoxy]-6-(1,2,3,6-tetrahydropyridin-4-yl)pyridine TFA salt